C(C)N1C(C(CCC1)(C)C)COC=1C=C2CN(C(C2=CC1)=O)C1C(NC(CC1)=O)=O 3-(5-((1-ethyl-3,3-dimethylpiperidin-2-yl)methoxy)-1-oxoisoindolin-2-yl)piperidine-2,6-dione